3-(3-((3-(1-aminoethyl)phenyl)amino)-2,5-dioxo-2,5-dihydro-1H-pyrrol-1-yl)piperidine-2,6-dione NC(C)C=1C=C(C=CC1)NC=1C(N(C(C1)=O)C1C(NC(CC1)=O)=O)=O